C(=C)CNC(C)=O N-vinylmethylacetamid